ClC1=CC=C(C=C1)[C@H](C(C)C)NC(=O)C=1C=C2CN(C(C2=CC1)=O)C1C(NC(CC1)=O)=O N-((S)-1-(4-chlorophenyl)-2-methylpropyl)-2-(2,6-dioxopiperidin-3-yl)-1-oxoisoindoline-5-carboxamide